di(2-ethylhexyl) sulfosuccinate sodium salt [Na+].S(=O)(=O)([O-])C(C(=O)OCC(CCCC)CC)CC(=O)OCC(CCCC)CC